N-Cyclopropyl-3,4-difluoro-2-(2-fluoro-4-iodoanilino)-5-[[2-fluoro-3-(methylsulfamoylamino)phenyl]methyl]benzamide C1(CC1)NC(C1=C(C(=C(C(=C1)CC1=C(C(=CC=C1)NS(NC)(=O)=O)F)F)F)NC1=C(C=C(C=C1)I)F)=O